FC1(CC(C1)C1=NC(=C2N1CCN(C2)C(=O)NC)C2=C1C=C(C(=NC1=CC=C2)C=2C=NN(C2)C)C(F)(F)F)F 3-(3,3-difluorocyclobutyl)-N-methyl-1-(2-(1-methyl-1H-pyrazol-4-yl)-3-(trifluoromethyl)quinolin-5-yl)-5,6-dihydroimidazo[1,5-a]pyrazine-7(8H)-carboxamide